lead-chromium-aluminum [Al].[Cr].[Pb]